4,4'-(dimethyl-silanediyl)dibenzoaldehyde C[Si](C1=CC=C(C=O)C=C1)(C1=CC=C(C=O)C=C1)C